CSC=1C(=NC(=NC1)NC1=CC=C(C(=O)NC2=CC(=CC=C2)CN2CCOCC2)C=C1)C=1C=NC(=CC1)C(F)(F)F 4-[5-methylsulfanyl-4-(6-trifluoromethyl-pyridin-3-yl)-pyrimidin-2-ylamino]-N-(3-morpholin-4-ylmethyl-phenyl)-benzamide